CN(C(CCOCCCC)=O)C N,N-dimethyl-beta-butoxypropionamide